C1(=CC=CC=C1)C#CCCC(=O)OC methyl 5-phenyl-4-pentynoate